2-(((2S,3R,4R)-1-acetyl-2-cyclopropyl-6-fluoro-3-methyl-1,2,3,4-tetrahydroquinolin-4-yl)amino)nicotinamide C(C)(=O)N1[C@H]([C@@H]([C@H](C2=CC(=CC=C12)F)NC1=C(C(=O)N)C=CC=N1)C)C1CC1